(S)-7-((5-(1-(dimethyl-amino)ethyl)pyridin-2-yl)amino)-4-(7-fluoro-imidazo[1,2-a]pyridin-3-yl)isoindolin-1-one CN([C@@H](C)C=1C=CC(=NC1)NC=1C=CC(=C2CNC(C12)=O)C1=CN=C2N1C=CC(=C2)F)C